zinc dilysine N[C@@H](CCCCN)C(=O)O.N[C@@H](CCCCN)C(=O)O.[Zn]